C(C)(=O)ON(CCN(OC(C)=O)OC(C)=O)OC(C)=O.[Na].[Na].[Na].[Na].[Na] pentasodium ethylenediamine tetraacetate